ethyl 4-benzyloxy-2-chloro-5-(2-methoxy-2-oxo-acetyl)-6-methyl-pyridine-3-carboxylate C(C1=CC=CC=C1)OC1=C(C(=NC(=C1C(C(=O)OC)=O)C)Cl)C(=O)OCC